C(C1=CC=CC=C1)OC1=C(C=C(C=C1F)[C@H](CN1C[C@@H]2[C@](C1)([C@H]([C@H](C2)OC2=C(C=CC=C2)F)O)O)O)F (3aS,4S,5S,6aR)-2-((R)-2-(4-(benzyloxy)-3,5-difluorophenyl)-2-hydroxyethyl)-5-(2-fluorophenoxy)hexahydrocyclopenta[c]pyrrole-3a,4(1H)-diol